1-ethynyl-1-cyclooctanol C(#C)C1(CCCCCCC1)O